tert-butyl N-[1-(2-hydroxy-2-methylpropyl)-5-(trifluoromethyl)-1H-pyrazol-4-yl]carbamate OC(CN1N=CC(=C1C(F)(F)F)NC(OC(C)(C)C)=O)(C)C